5-(2-methyl-1H-pyrrolo[2,3-b]pyridin-3-yl)benzamide CC1=C(C=2C(=NC=CC2)N1)C=1C=CC=C(C(=O)N)C1